6-methyl-4-(o-tolyl)-1,2,3,5-tetrahydro-s-indacene CC=1CC=2C(=C3CCCC3=CC2C1)C1=C(C=CC=C1)C